6-Chloro-3-methyl-N-(4-(trifluoromethyl)phenyl)pyridineamide ClC1=CC=C(C(=N1)C(=O)NC1=CC=C(C=C1)C(F)(F)F)C